P(=O)(OC)(OC[C@H](CCCCCCCCCCCCCCCCCCCC)OCC1=CC(=CC(=C1)F)C#N)[O-] methyl ((S)-2-((3-cyano-5-fluorobenzyl) oxy) docosyl) phosphate